CC1=NN(C(=C1)C)CC(=O)O 2-(3,5-dimethyl-1H-pyrazol-1-yl)acetic acid